C(C)(C)(C)OC(=O)NC(C(=O)O)C1COCC1 2-{[(tert-butoxy)carbonyl]amino}-2-(oxacyclopent-3-yl)acetic acid